CC1=C2C(=CC=3C=4C=C(C=CC4N(C13)C)OCCCN1CCOCC1)C=NC=C2 4-(3-((5,6-dimethyl-6H-pyrido[4,3-b]carbazol-9-yl)oxy)propyl)morpholine